1,4-cyclooctanediol C1(CCC(CCCC1)O)O